Cl.CC1CC2(NC(CC1)C2)C(=O)O cis-3-methyl-7-azabicyclo[4.1.1]octane-1-carboxylic acid hydrochloride